7-bromo-5-chloro-N-cyclobutyl-1-((2-(trimethylsilyl)ethoxy)methyl)-1H-pyrazolo[4,3-b]pyridin-3-amine BrC1=C2C(=NC(=C1)Cl)C(=NN2COCC[Si](C)(C)C)NC2CCC2